COC(=O)C=1OC2=C(C1)C=CC=C2 Benzofuran-2-carboxylic acid methyl ester